6-tert-butyl-10-methoxy-2-oxo-9-(2-propylthiazol-5-yl)-6,7-dihydro-2H-pyrido[2,1-a]isoquinoline-3-carboxylic acid ethyl ester C(C)OC(=O)C=1C(C=C2N(C(CC3=CC(=C(C=C23)OC)C2=CN=C(S2)CCC)C(C)(C)C)C1)=O